4-((4-(((tert-Butyldimethylsilyl)oxy)methyl)benzyl)oxy)piperidine-1-carboxylic acid tert-butyl ester C(C)(C)(C)OC(=O)N1CCC(CC1)OCC1=CC=C(C=C1)CO[Si](C)(C)C(C)(C)C